2-((1S,2S)-2-aminocyclopentyl)-N-benzyl-3-bromo-5-chlorothieno[3,2-b]pyridin-7-amine N[C@@H]1[C@H](CCC1)C1=C(C2=NC(=CC(=C2S1)NCC1=CC=CC=C1)Cl)Br